tert-butyl 3,3-difluoro-4-(4-fluoro-2-methyl-5-((2-(trifluoromethyl)pyridin-3-yl)methoxy)benzofuran-3-carboxamido)piperidine-1-carboxylate FC1(CN(CCC1NC(=O)C1=C(OC2=C1C(=C(C=C2)OCC=2C(=NC=CC2)C(F)(F)F)F)C)C(=O)OC(C)(C)C)F